N1=C(C=NC2=CC=CC=C12)NC1=CC=C(C=C1)S(=O)(=O)N 4-(quinoxalin-2-ylamino)-benzenesulfonamide